COC1=CC(N(C=C1)C1OCCC1)CO 4-methoxy-1-oxolanyl-2-pyridylmethanol